ethyl 7-(2-bromopropionylamino)-1H-indole-2-carboxylate BrC(C(=O)NC=1C=CC=C2C=C(NC12)C(=O)OCC)C